N-[4-((4-nitrophenyl)thio)phenyl]-7H-pyrrolo[2,3-d]pyrimidin-4-amine [N+](=O)([O-])C1=CC=C(C=C1)SC1=CC=C(C=C1)NC=1C2=C(N=CN1)NC=C2